[Si](C1=CC=CC=C1)(C1=CC=CC=C1)(C(C)(C)C)O[C@@H]1CN(CC[C@H]1NC1=NN2C(C=N1)=CC=C2C2=NC=C(C=C2)C)C(=O)OC(C)(C)C tert-butyl (3R,4R)-3-((tert-butyldiphenylsilyl)oxy)-4-((7-(5-methylpyridin-2-yl)pyrrolo[2,1-f][1,2,4]triazin-2-yl)amino)piperidine-1-carboxylate